N-(4-(6-methylquinoline-2-yl)phenyl)sulfamoylamine CC=1C=C2C=CC(=NC2=CC1)C1=CC=C(C=C1)NS(N)(=O)=O